C1(CC1)[C@H](C(N1CCCC1)=O)NC(OC(C)(C)C)=O (R)-tert-Butyl (1-cyclopropyl-2-oxo-2-(pyrrolidin-1-yl)ethyl)carbamate